Benzo[d][1,3]dioxole-4-carboxylic Acid O1COC2=C1C=CC=C2C(=O)O